N,N-Dimethyl-5-phenyl-6,7-dihydro-5H-pyrrolo[1,2-b][1,2,4]triazol-2-carboxamid CN(C(=O)C=1N=C2N(N1)C(CC2)C2=CC=CC=C2)C